tert-butyl (1R,5S,6r)-6-[(4-methyl-2-pyridinyl)carbonyl]-3-azabicyclo[3.1.0]hexane-3-carboxylate CC1=CC(=NC=C1)C(=O)C1[C@H]2CN(C[C@@H]12)C(=O)OC(C)(C)C